[(3-Methylcyclohexyl)methyl]hydrazine Dihydrochloride Cl.Cl.CC1CC(CCC1)CNN